C1CCC2=C(C=3CCCC3C=C12)NC(=O)NS(=O)(=O)C1=CC(=C(CB(O)O)C=C1)O (4-(N-((1,2,3,5,6,7-hexahydro-s-indacen-4-yl)carbamoyl)sulfamoyl)-2-hydroxybenzyl)boronic acid